FC1=C2CN(C(C2=CC(=C1C1(CCN(CC1)CC1=CC=C(C=C1)C(F)(F)F)O)F)=O)C1C(NC(CC1)=O)=O 3-(4,6-difluoro-5-(4-hydroxy-1-(4-(trifluoromethyl)benzyl)piperidin-4-yl)-1-oxoisoindolin-2-yl)piperidine-2,6-dione